N1=C2C(=CC=C1)CN(C2)C(=O)N 5,7-dihydro-6H-pyrrolo[3,4-b]pyridine-6-carboxamide